tert-butyl (E)-(4-(N'-hydroxycarbamimidoyl)benzyl)carbamate O\N=C(\N)/C1=CC=C(CNC(OC(C)(C)C)=O)C=C1